tetra-tert-butyl 2,2',2'',2'''-((2S)-2-(4-(3-((5-aminopentyl)(tert-butoxy)phosphoryl)propyl)benzyl)-1,4,7,10-tetraazacyclododecane-1,4,7,10-tetrayl)tetraacetate NCCCCCP(=O)(OC(C)(C)C)CCCC1=CC=C(C[C@@H]2N(CCN(CCN(CCN(C2)CC(=O)OC(C)(C)C)CC(=O)OC(C)(C)C)CC(=O)OC(C)(C)C)CC(=O)OC(C)(C)C)C=C1